tert-butyl 2-(5-bromopyrimidin-2-yl)malonate BrC=1C=NC(=NC1)C(C(=O)OC(C)(C)C)C(=O)[O-]